N1C=C(C2=CC=CC=C12)CC(\C=C\CC)NC(=O)C1=CC2=C(S1)C=C(C=C2)N2CCN(CC2)C (E)-N-(1-(1H-indol-3-yl)3-hexene-2-yl)-6-(4-methylpiperazin-1-yl)benzo[b]-thiophene-2-carboxamide